4-((2R,3R,4R,5S)-3-(2-(difluoromethoxy)-3,4-difluorophenyl)-4,5-dimethyl-5-(trifluoromethyl)tetrahydrofuran-2-carboxamido)picolinamide FC(OC1=C(C=CC(=C1F)F)[C@@H]1[C@@H](O[C@@]([C@@H]1C)(C(F)(F)F)C)C(=O)NC1=CC(=NC=C1)C(=O)N)F